S(=O)(=O)([O-])O.C(CCCCCCC\C=C/CCCCCCCC)(=O)O.[Na+] Sodium Oleate Sulfate